2-(2,6-dioxopiperidin-3-yl)-4-((3-methyl-6-(2-methylpyridin-4-yl)benzo[d]isoxazol-5-yl)amino)isoindoline-1,3-dione O=C1NC(CCC1N1C(C2=CC=CC(=C2C1=O)NC=1C(=CC2=C(C(=NO2)C)C1)C1=CC(=NC=C1)C)=O)=O